5-(2-(2-cyano-2-methylpropanamidyl)imidazo[1,2-b]pyridazin-6-yl)-2-methoxynicotinic acid, lithium salt [Li+].C(#N)C(C(=O)NC=1N=C2N(N=C(C=C2)C=2C=NC(=C(C(=O)[O-])C2)OC)C1)(C)C